2,2',2'',2'''-[Sulfanediylbis(2,1-ethanediylnitrilo)]tetraacetic acid S(CCN(CC(=O)O)CC(=O)O)CCN(CC(=O)O)CC(=O)O